CC1=NN(C(=C1)C1=CC=C(C=C1)OC(F)(F)F)C1CCN(CC1)C(=O)OC(C)(C)C tertbutyl 4-[3-methyl-5-[4-(trifluoromethoxy)phenyl]pyrazol-1-yl]piperidine-1-carboxylate